ClC=1C(=NC(=NC1)NC1CCOCC1)C1=CC=C2CN(C(C2=C1)=O)[C@@H](C(=O)N[C@H](CO)C1=CC(=CC(=C1)F)F)C (2R)-2-(6-{5-chloro-2-[(oxacyclohex-4-yl)amino]pyrimidin-4-yl}-1-oxo-2,3-dihydro-1H-isoindol-2-yl)-N-[(1S)-1-(3,5-difluorophenyl)-2-hydroxyethyl]propionamide